C1(CC1)NC(=O)SN1CCC(CC1)(C(=O)O)CC(N(C1=CC=CC=C1)C1=CC=CC=C1)=O 1-(cyclopropylcarbamoylsulfanyl)-4-[2-oxo-2-(N-phenylanilino)ethyl]piperidine-4-carboxylic acid